CC(C(C(=O)O)=O)C1=CC=CC=C1.COC(C(CC1=CC=CC=C1)=O)=O.NCC(=O)NCC1(CCN(CC1)C1=NC(=CC(=N1)OC1=CC(=CC=C1)F)C(F)(F)F)O 2-amino-N-({1-[4-(3-fluorophenoxy)-6-(trifluoromethyl)pyrimidin-2-yl]-4-hydroxypiperidin-4-yl}methyl)acetamide methyl-3-phenyl-2-ketopropanoate (methyl-phenylpyruvate)